FC1=C(C=CC(=C1)C=C)C1=CC=CC=C1 fluoro-4-vinyl-1,1'-biphenyl